BrC1=CC=C2C=C(NC2=C1)CN1CCN(CC1)C1=CC=NC=C1 6-bromo-2-[[4-(4-pyridinyl)piperazin-1-yl]methyl]-1H-indole